C(#N)C1=NC2=C(N1C1CCC1)C=C(C=C2)C(=O)OC(C)(C)C tert-butyl 2-cyano-1-cyclobutyl-1H-1,3-benzodiazole-6-carboxylate